BrC=1C=C(C=2N(C1)N=CN2)C(=O)NC2=CC(=CC=C2)C2(CC(C2)C)C2=NN=CN2C 6-bromo-N-(3-((1s,3s)-3-methyl-1-(4-methyl-4H-1,2,4-triazol-3-yl)cyclobutyl)phenyl)-[1,2,4]triazolo[1,5-a]pyridine-8-carboxamide